N-(dansylamino)hexylaminocarbonylpentyl-1,5-dideoxy-1,5-imino-D-galactitol S(=O)(=O)(C1=CC=CC=2C(N(C)C)=CC=CC12)NCCCCCCNC(=O)CCCCCN1C[C@H](O)[C@@H](O)[C@@H](O)[C@H]1CO